(bromopropyloxy)-N-(3-(5-chloro-1H-indazol-3-yl)propyl)benzenesulfonamide BrCCCOC1=C(C=CC=C1)S(=O)(=O)NCCCC1=NNC2=CC=C(C=C12)Cl